2-amino-5-chloro-3,4-dihydroxybenzoic acid NC1=C(C(=O)O)C=C(C(=C1O)O)Cl